6-Bromo-3,4-dihydronaphthalen-2(1H)-one BrC=1C=C2CCC(CC2=CC1)=O